4-((4-(pyridin-4-yl)thiazol-2-yl)amino)benzenesulfonamide N1=CC=C(C=C1)C=1N=C(SC1)NC1=CC=C(C=C1)S(=O)(=O)N